6-bromo-3,3-dimethyl-1-((1s,3s)-3-methyl-3-(piperidin-1-yl)cyclobutyl)indoline-2-one BrC1=CC=C2C(C(N(C2=C1)C1CC(C1)(N1CCCCC1)C)=O)(C)C